3-((2-chloro-5-(ethoxymethyl)pyrimidin-4-yl)oxy)-10-(methyl-d)-9,10,11,12-tetrahydro-8H-[1,4]diazepino[5',6':4,5]thieno[3,2-f]quinolin-8-one-10,11,11-d3 ClC1=NC=C(C(=N1)OC1=NC=2C=CC3=C(C2C=C1)C1=C(S3)C(NC(C(N1)([2H])[2H])([2H])C[2H])=O)COCC